N-(5-tert-butyl-1H-pyrazol-3-yl)-2-[(3R)-3-propan-2-ylpiperazin-1-yl]-7H-pyrrolo[2,3-d]pyrimidin-4-amine C(C)(C)(C)C1=CC(=NN1)NC=1C2=C(N=C(N1)N1C[C@H](NCC1)C(C)C)NC=C2